1,2-bis(trihydroxysilyl)hexane O[Si](CC(CCCC)[Si](O)(O)O)(O)O